C(CCCC)(=S)[S-] dithiovalerate